N-methyl-3-(6-(((3aR,5s,6aS)-2-((tetrahydro-2H-pyran-4-yl)methyl-d2)octahydrocyclopenta[c]pyrrol-5-yl)amino)pyridazin-3-yl)benzamide CNC(C1=CC(=CC=C1)C=1N=NC(=CC1)NC1C[C@@H]2[C@@H](CN(C2)C([2H])([2H])C2CCOCC2)C1)=O